2-(4-((S)-1-(2,3-dihydrobenzofuran-6-yl)ethyl)piperazin-1-yl)pyrimidine O1CCC2=C1C=C(C=C2)[C@H](C)N2CCN(CC2)C2=NC=CC=N2